NC1=C(C=NN1C=1C=NC(=CC1C)OC1=C(C=CC=C1F)F)C(=O)C1=CC=2C=C3CCN(CC3=CC2N1)C(=O)NC 2-[(5-amino-1-{6-[(2,6-difluorophenyl)oxy]-4-methylpyridin-3-yl}pyrazol-4-yl)carbonyl]-N-methyl-5,6,7,8-tetrahydro-1H-pyrrolo[3,2-g]isoquinoline-7-carboxamide